(1-pentylheptyl)naphthalene C(CCCC)C(CCCCCC)C1=CC=CC2=CC=CC=C12